NC(CC(=O)O)CC1=CSC=C1 3-amino-4-(3-thienyl)-butyric acid